[N+](=O)([O-])C=1C=C(NC(C)=O)C=CC1 3'-nitroacetanilide